FC(C(=O)O)(F)F.C1(CC1)C(=O)N1CCC2(CCNC2)CC1 Cyclopropyl(2,8-diazaspiro[4.5]decan-8-yl)methanone, trifluoroacetic acid salt